3-hydroxynaphthalen-2-yl-boronic acid OC=1C(=CC2=CC=CC=C2C1)B(O)O